N-(3,5-dimethoxyphenyl)benzamide COC=1C=C(C=C(C1)OC)NC(C1=CC=CC=C1)=O